NC1=NC(=C2N=CN(C2=N1)[C@H]1C=C[C@H](C1)COP(=O)(OC1=CC=C(C=C1)Cl)N[C@@H](C)C(=O)OC(C)C)Cl Isopropyl ((((1S,4R)-4-(2-amino-6-chloro-9H-purin-9-yl)cyclopent-2-en-1-yl)methoxy)(4-chlorophenoxy)phosphoryl)-L-alaninate